C(CCCCCCCCCCC)C=1C(OC(C1)=O)=O 3-Dodecyl-2,5-furandione